nickel-zinc-aluminum-nickel-manganese [Mn].[Ni].[Al].[Zn].[Ni]